4-(2-thiazinylethyl)styrene S1NC(=CC=C1)CCC1=CC=C(C=C)C=C1